tert-butyl ((1R,2S,4r,7S)-1-hydroxy-2-((R)-5H-imidazo[5,1-a]isoindol-5-yl)spiro[3.5]nonan-7-yl)carbamate O[C@@H]1[C@@H](CC12CCC(CC2)NC(OC(C)(C)C)=O)[C@H]2N1C(C3=CC=CC=C23)=CN=C1